C1(CC1)NC(=O)C1=NC=C(C=C1)N1CCN(CC1)CC=1C=NC=2C=C(C(NC2C1)=O)CC N-cyclopropyl-5-{4-[(7-ethyl-6-oxo-5H-1,5-naphthyridin-3-yl)methyl]piperazin-1-yl}pyridine-2-carboxamide